N[C@H]1CCC2=CC(=CC=C12)N1C(=NC=2C1=NC(=CC2Cl)N2N=CC=C2)C=2C(=NC=CC2)N (S)-3-(3-(1-amino-2,3-dihydro-1H-inden-5-yl)-7-chloro-5-(1H-pyrazol-1-yl)-3H-imidazo[4,5-b]pyridin-2-yl)pyridin-2-amine